BrC1=CC(=C(S1)C(=O)N1C[C@H](CC1)NC(OC(C)(C)C)=O)C tert-butyl N-((3S)-1-((5-bromo-3-methylthiophen-2-yl)carbonyl)pyrrolidin-3-yl)carbamate